C(C)N(C(=O)C1=C(C=C(C=C1)B(O)O)F)CC 4-(DIETHYLCARBAMOYL)-3-FLUOROBENZENEBORONIC ACID